[Li].[Fe]=S.[Al] aluminum iron sulfide lithium